[C@H]12CN(C[C@H](CC1)N2)C2=NC(=NC1=CC(=CC=C21)C2=CNC1=CC=CC(=C21)Cl)OCC21CCCN1CCC2 4-((1R,5S)-3,8-diazabicyclo[3.2.1]octan-3-yl)-7-(4-chloro-1H-indol-3-yl)-2-((tetrahydro-1H-pyrrolizin-7a(5H)-yl)methoxy)quinazoline